trimethoxy(chloromethyl)silane CO[Si](CCl)(OC)OC